FC(C1=CC=C(C=C1)[C@H]1C[C@@H](N[C@@H](C1)C=1N=NN(C1)C)C)F (2S,4S,6S)-4-(4-(difluoromethyl)phenyl)-2-methyl-6-(1-methyl-1H-1,2,3-triazol-4-yl)piperidine